4-[5-(2-fluoro-4-formylphenyl)pyridin-2-yl]-1-hydroxy-N,N-dimethylnaphthalene-2-carboxamide FC1=C(C=CC(=C1)C=O)C=1C=CC(=NC1)C1=CC(=C(C2=CC=CC=C12)O)C(=O)N(C)C